NC1=C2C(=NC=N1)N(N=C2I)CC(C)O 1-(4-amino-3-iodo-pyrazolo[3,4-d]pyrimidin-1-yl)propan-2-ol